4-bromo-6-methyldihydro-2H-pyran-3(4H)-one BrC1C(COC(C1)C)=O